[K+].C(CN(CC(=O)O)CC(=O)[O-])N(CC(=O)O)CC(=O)O ethylenediaminetetraacetic acid monopotassium salt